O1CCCC2=CC(=CC=C12)CNC(=O)[C@H]1N(C[C@@H](C1)O)C([C@H](C(C)(C)C)N1N=NC(=C1)C1CC1)=O (2S,4r)-N-(chroman-6-ylmethyl)-1-[(2S)-2-(4-cyclopropyltriazol-1-yl)-3,3-dimethyl-butyryl]-4-hydroxy-pyrrolidine-2-carboxamide